ClCC(CCCCl)=O 1,5-dichloropentanone